(difluoromethyl)pyridazin FC(F)C=1N=NC=CC1